1,3-Dimethyl-5-((5-(trifluoromethyl)-[1,2,4]triazolo[1,5-a]pyrimidin-7-yl)amino)-1,3-dihydro-2H-benzo[d]imidazol-2-one CN1C(N(C2=C1C=CC(=C2)NC2=CC(=NC=1N2N=CN1)C(F)(F)F)C)=O